C1(CCCC1)CC(=O)NC1=CSC(=C1)C1=NC(=CN=C1)C1=CC(=C(C=C1)OC)OC 2-cyclopentyl-N-(5-(6-(3,4-dimethoxyphenyl)pyrazin-2-yl)thiophen-3-yl)acetamide